(P)-1-(4-BROMO-2-METHOXYPHENYL)-N-(ISOXAZOL-3-YL)-2-OXO-1,2-DIHYDROQUINOLINE-6-SULFONAMIDE BrC1=CC(=C(C=C1)N1C(C=CC2=CC(=CC=C12)S(=O)(=O)NC1=NOC=C1)=O)OC